ClC=1N=NC(=CC1)CN1CCN(CC1)C 3-chloro-6-((4-methylpiperazin-1-yl)methyl)pyridazine